acetyl-N-(6-bromopyridin-2-yl)-4-fluoropyrrolidine-2-carboxamide C(C)(=O)N1C(CC(C1)F)C(=O)NC1=NC(=CC=C1)Br